6-(1-(2,2-difluoroethyl)-4-(2-(hydroxy-methyl)phenyl)-1H-imidazol-5-yl)imidazo[1,2-b]pyridazine-3-carbonitrile FC(CN1C=NC(=C1C=1C=CC=2N(N1)C(=CN2)C#N)C2=C(C=CC=C2)CO)F